NC1=C(C=C2C=C(C=NC2=N1)C#N)Br 7-amino-6-bromo-1,8-naphthyridine-3-carbonitrile